C(C)(C)(C)OOC(=O)C1=CC=C(C(=O)C2=CC=C(C=C2)C(=O)OOC(C)(C)C)C=C1 4,4'-bis(tert-butylperoxycarbonyl)benzophenone